N-phenethyl-1,2,4-triazine-3-carboxamide C(CC1=CC=CC=C1)NC(=O)C=1N=NC=CN1